C1(=CC=CC=C1)C1=C(C(=NC(=C1)C1=CC=CC=C1)N)C#N 4,6-diphenyl-2-amino-3-cyanopyridine